7-(benzyloxy)-3,4-dihydro-isoquinoline-2(1H)-carboxylic acid tert-butyl ester C(C)(C)(C)OC(=O)N1CC2=CC(=CC=C2CC1)OCC1=CC=CC=C1